4-acetylpiperidin C(C)(=O)C1CCNCC1